1,3-bis(1-butyloxyisopropyl)benzene C(CCC)OC(C)(C)C1=CC(=CC=C1)C(C)(C)OCCCC